C(C)(C)(C)OC(=O)NCCC[N+]1(CCC(CC1)C(=O)[O-])CC(=O)OC(C)(C)C trans-1-[3-(tert-butoxycarbonylamino)propyl]-1-(2-tert-butoxy-2-keto-ethyl)piperidin-1-ium-4-carboxylate